N1=C(C=CC=C1)N1C(=CC=C1)C=O 1-(pyridin-2-yl)-1H-pyrrole-carbaldehyde